N-[(4-methoxyphenyl)methyl]-N-methyl-pyridine-4-sulfonamide COC1=CC=C(C=C1)CN(S(=O)(=O)C1=CC=NC=C1)C